FC1=C(COC=2C=CC=C3C=C(N(C23)C(=O)OC(C)(C)C)C(=O)OCC)C=CC(=C1)F 1-tert-butyl 2-ethyl 7-((2,4-difluorobenzyl)oxy)-1H-indole-1,2-dicarboxylate